COC(=O)[C@H]1[C@H](C1)C=C (1r,2r)-2-vinylcyclopropane-1-carboxylic acid methyl ester